C(C)(C)(C)OC(=O)N1C(C=2C(CC1)=C(N(N2)C)\C=C\C2=CC=CC=C2)C 2,7-dimethyl-3-[(E)-styryl]-5,7-dihydro-4H-pyrazolo[3,4-c]pyridine-6-carboxylic acid tert-butyl ester